C1(=CC=CC=C1)CCNC(=O)C=1SC(=NN1)CCCCC=1N=NC(=CC1)NC(CC=1C=NC=CC1)=O N-(2-phenylethyl)-5-(4-{6-[2-(pyridin-3-yl)acetamido]pyridazin-3-yl}butyl)-1,3,4-thiadiazole-2-carboxamide